C12CC(CC2C1)N1C(C(N(C=C1)CC=1SC(=NN1)C1=CC=CC=C1)=O)=O 1-((cis)-bicyclo[3.1.0]hexan-3-yl)-4-((5-phenyl-1,3,4-thiadiazol-2-yl)methyl)-1,4-dihydropyrazine-2,3-dione